C1(CCCC1)CN1C=NC2=CC=C(C=C2C1=O)OC1=CC(=NC=C1)C=1C=NN(C1)C 3-(cyclopentylmethyl)-6-{[2-(1-methylpyrazol-4-yl)-4-pyridyl]oxy}quinazolin-4-one